BrC1=CC=C(C=C1)C(C(/C=C/C1=CC=CC=C1)=O)C (E)-4-(4-bromophenyl)-1-phenyl-1-penten-3-one